C(C)(=O)N[C@H]1CC(C[C@H]1N)C(=O)N[C@@H](C1(CCCC1)C)C1=C(C(=CC=C1F)Cl)Cl (3S,4R)-3-acetamido-4-amino-N-((S)-(2,3-dichloro-6-fluorophenyl)(1-methylcyclopentyl)methyl)cyclopentane-1-carboxamide